COC1=NC(=NC(=C1)OC)NC(=O)S(=O)(=O)C1=C(C=NN1C)C(=O)O 5-[(4,6-dimethoxypyrimidin-2-ylcarbamoyl)sulfonyl]-1-methylpyrazole-4-carboxylic acid